7-(phenylthio)pyrido[3,4-d]pyridazin-4(3H)-one C1(=CC=CC=C1)SC1=CC2=C(C(NN=C2)=O)C=N1